2-(5-methylpyrazin-2-yl)acetic acid CC=1N=CC(=NC1)CC(=O)O